[(3S,3aR,6R,6aR)-6-octanoyloxy-2,3,3a,5,6,6a-hexahydrofuro[3,2-b]furan-3-yl] octanoate C(CCCCCCC)(=O)O[C@@H]1[C@@H]2[C@H](OC1)[C@@H](CO2)OC(CCCCCCC)=O